BrCC=1C=C(C=CC1)C[C@H](C(=O)OC(C)(C)C)[C@@H]1CN(CC1)C(=O)OC(C)(C)C tert-butyl (R)-3-((S)-3-(3-(bromomethyl)phenyl)-1-(tert-butoxy)-1-oxopropane-2-yl)pyrrolidine-1-carboxylate